(3aR,4R,5R,6aS)-5-((tert-butyldimethylsilyl)oxy)-4-((S,E)-3-hydroxy-8-methylnon-1-en-1-yl)hexahydro-2H-cyclopenta[b]furan-2-one [Si](C)(C)(C(C)(C)C)O[C@H]1[C@@H]([C@@H]2[C@@H](OC(C2)=O)C1)\C=C\[C@H](CCCCC(C)C)O